C(#N)C=1C=CC2=CN(N=C2C1OC1CC(C1)N1CCOCC1)C(C1C(C1)C(=O)O)C1=C2C=CNC2=C(C=C1OC)C 2-((6-cyano-7-(3-morpholinocyclobutoxy)-2H-indazol-2-yl)-(5-methoxy-7-methyl-1H-indol-4-yl)methyl)cyclopropane-1-carboxylic acid